N'-((5-(difluoromethyl)pyridin-2-yl)methyl)-N-methylcyclopropanecarbohydrazide FC(C=1C=CC(=NC1)CNN(C(=O)C1CC1)C)F